tert-butyl (1R,2R,3S,5S)-3-(cyclopropyl(5-(4-(2-fluoro-6-methoxypyridin-4-yl)-2-(methoxymethoxy)phenyl)-1,3,4-thiadiazol-2-yl) amino)-2-fluoro-8-azabicyclo[3.2.1]octane-8-carboxylate C1(CC1)N([C@@H]1[C@@H]([C@H]2CC[C@@H](C1)N2C(=O)OC(C)(C)C)F)C=2SC(=NN2)C2=C(C=C(C=C2)C2=CC(=NC(=C2)OC)F)OCOC